1-bromo-4-iodo-6-methoxynaphthalene BrC1=CC=C(C2=CC(=CC=C12)OC)I